ethyl 1-(bicyclo[2.1.1]hexan-1-ylmethyl)-4-(trifluoromethyl)-1H-pyrazole-5-carboxylate C12(CCC(C1)C2)CN2N=CC(=C2C(=O)OCC)C(F)(F)F